COC1=NC(=NN1C)COCC1=C(C(=O)NC2=NN=NN2C)C=CC(=N1)C(F)(F)F 2-(((5-methoxy-1-methyl-1H-1,2,4-triazol-3-yl)methoxy)methyl)-N-(1-methyl-1H-tetrazol-5-yl)-6-(trifluoromethyl)nicotinamide